FC=1C=C(C=CC1P(=O)(O)O)C(C(=O)N[C@@H]1B(OC2=C(C1)C=CC=C2C(=O)O)O)NC(=O)N2C(N(CC2)S(=O)(=O)C)=O (3R)-3-(2-(3-fluoro-4-phosphonophenyl)-2-(3-(methylsulfonyl)-2-oxoimidazolidine-1-carboxamido)acetamido)-2-hydroxy-3,4-dihydro-2H-benzo[e][1,2]oxaborinine-8-carboxylic acid